(4-methoxy(4-oxobutyl)(tosyl)carbamoyl)dibenzoacridine COC1(CC=C(S(=O)(=O)N(C(=O)C2=CC=CC3=C4C(=C5N=C6C=CC=CC6=CC5=C32)C=CC=C4)CCCC=O)C=C1)C